FC(C(=O)NC(C=O)(C)C)(F)F 2,2,2-trifluoro-N-(2-methyl-1-oxopropan-2-yl)acetamide